CN(C[C@@H](C(=O)N1[C@@H]([C@H]2C([C@H]2C1)(C)C)C(=O)O)NC(C(F)(F)F)=O)C (1R,2S,5S)-3-[(2S)-3-(dimethylamino)-2-[(2,2,2-trifluoroacetyl)amino]propanoyl]-6,6-dimethyl-3-azabicyclo[3.1.0]hexane-2-carboxylic acid